C(C(=C)C)(=O)NCC[Si](OC)(OC)OC 2-methacrylamidoethyltrimethoxysilane